ClC1=CC=C(S1)CN(C1=CC(=C(C=C1)NC(CC1=CC=C(C=C1)F)=O)C)C N-{4-[(5-Chloro-thiophen-2-ylmethyl)-(methyl)amino]-2-methyl-phenyl}-2-(4-fluorophenyl)-acetamide